[(biphenylyl)phenyltriazinyl](phenyldibenzothiophenyl)biphenyl C1(=C(C=CC=C1)C1=C(C(=NN=N1)C=1C(=C(C=CC1)C1=CC=CC=C1)C1=C(C=CC=2SC3=C(C21)C=CC=C3)C3=CC=CC=C3)C3=CC=CC=C3)C3=CC=CC=C3